NC1=CC(=C(C=C1)N1CCC2(CCN(CC2)C2=CC(=C3C=C(C(N(C3=C2)C)=O)C)N2CCN(C3=CC=C(C=C23)C#N)C)CC1)F 4-(7-(9-(4-amino-2-fluorophenyl)-3,9-diazaspiro[5.5]undecan-3-yl)-1,3-dimethyl-2-oxo-1,2-dihydroquinolin-5-yl)-1-methyl-1,2,3,4-tetrahydroquinoxaline-6-carbonitrile